4-(dimethylamino)-1-(4-fluorophenyl)butan-1-one CN(CCCC(=O)C1=CC=C(C=C1)F)C